racemic-1-(1-(1H-1,2,4-triazol-3-yl)ethyl)-7-chloro-4-(dimethylamino)quinazolin-2(1H)-one N1N=C(N=C1)[C@@H](C)N1C(N=C(C2=CC=C(C=C12)Cl)N(C)C)=O |r|